O(C1=CC=CC=C1)C1=CC(=CC(=N1)N)C1=NN=NN1 6-phenoxy-4-(1H-tetrazol-5-yl)pyridin-2-amine